C(N)(=O)CCC(=O)N1[C@@H](CCC1)C(=O)N[C@H](C1=CC=C(C=C1)C(C)C)C1=CC=CC=C1 (2S)-1-(3-carbamoylpropanoyl)-N-[(S)-phenyl[4-(propan-2-yl)phenyl]methyl]pyrrolidine-2-carboxamide